N-(acetamidoethyl)phthalic acid amide C(C)(=O)NCCNC(C=1C(C(=O)O)=CC=CC1)=O